[Na+].C(CCCCCCCCCCC)NC(C(=O)[O-])C.[Na+].[Na+].C(CCCCCCCCCCC)NC(C(=O)[O-])C.C(CCCCCCCCCCC)NC(C(=O)[O-])C disodium N-laurylaminopropionate, sodium salt